C(C1=C(C(=CC(=C1)C(CC(C)(C)C)(C)C)N1N=C2C(=N1)C=CC=C2)O)C2=C(C(=CC(=C2)C(CC(C)(C)C)(C)C)N2N=C1C(=N2)C=CC=C1)O 2,2'-Methylen-bis-(6-(2H-benzotriazol-2-yl)-4-(1,1,3,3-tetramethylbutyl)phenol)